[Cl-].C(CCCCCCCCCCCCCCC)[N+]1=CC=CC=C1 1-Hexadecylpyridinium chloride